tris(dimethylamino)silylamide CN(C)[Si](N(C)C)(N(C)C)[NH-]